Nickel oxid [Ni]=O